C(OC)(OCC1CC1)=O methyl (cyclopropylmethyl) carbonate